COC1=C(CNC=2N=C(C3=C(N2)CN(C3)C(=O)OC(C)(C)C)N3CCCC3)C=CC(=C1)OC tert-butyl 2-((2,4-dimethoxybenzyl) amino)-4-(pyrrolidin-1-yl)-5,7-dihydro-6H-pyrrolo[3,4-d]pyrimidine-6-carboxylate